COCOC1=C(C=CC(=C1)C=1C=NN(C1)C1OCCCC1)C=1SC2=C(N1)SC(=C2)N(C2C[C@H]1CC[C@@H](C2)N1C(=O)OC(C)(C)C)C tert-butyl (1R,3R,5S)-3-({2-[2-(methoxymethoxy)-4-[1-(oxan-2-yl) pyrazol-4-yl]phenyl]thieno[2,3-d][1,3]thiazol-5-yl}(methyl)amino)-8-azabicyclo[3.2.1]octane-8-carboxylate